FC1=CC(=C(OC2=C(C=C(C=C2)C(C)(C)O)B2OC(C(O2)(C)C)(C)C)C(=C1)C)C 2-(4-(4-fluoro-2,6-dimethylphenoxy)-3-(4,4,5,5-tetramethyl-1,3,2-dioxaborolan-2-yl)phenyl)propane-2-ol